(R)-2-amino-1-(3-hydroxy-2,6-dimethylphenyl)-5-methyl-6-((1-methylpyrrolidin-3-yl)methoxy)-1H-pyrrolo[2,3-b]pyridine-3-carboxamide NC1=C(C=2C(=NC(=C(C2)C)OC[C@H]2CN(CC2)C)N1C1=C(C(=CC=C1C)O)C)C(=O)N